tert-butyl ((trans)-3-((2-(3-carbamoyl-1H-indazol-1-yl)-N-(2-((3-chloro-2-fluorobenzyl)amino)-2-oxoethyl)acetamido)methyl)cyclobutyl)carbamate C(N)(=O)C1=NN(C2=CC=CC=C12)CC(=O)N(CC(=O)NCC1=C(C(=CC=C1)Cl)F)C[C@@H]1C[C@H](C1)NC(OC(C)(C)C)=O